methyl 4-((6-bromo-3-fluoropyridin-2-yl)methyl)-1-(3-(3-chloro-2-fluorophenyl) oxetan-3-yl)-2-methylpiperidine-4-carboxylate BrC1=CC=C(C(=N1)CC1(CC(N(CC1)C1(COC1)C1=C(C(=CC=C1)Cl)F)C)C(=O)OC)F